naphthazoline C1C=NC2=C1C1=CC=CC=C1C=C2